NC1=CC(=C(C=C1)N1CC2(C1)CC(C2)(O)CC(=O)OC(C)(C)C)F tert-butyl 2-(2-(4-amino-2-fluorophenyl)-6-hydroxy-2-azaspiro[3.3]heptan-6-yl)acetate